The molecule is a tetrapeptide composed of L-arginine, L-tryptophan, L-serine, and L-tyrosine joined in sequence by peptide linkages. It has a role as a metabolite. It derives from a L-arginine, a L-serine, a L-tryptophan and a L-tyrosine. C1=CC=C2C(=C1)C(=CN2)C[C@@H](C(=O)N[C@@H](CO)C(=O)N[C@@H](CC3=CC=C(C=C3)O)C(=O)O)NC(=O)[C@H](CCCN=C(N)N)N